1,2-bis(dichloromethylsilyl)ethylene ClC(Cl)[SiH2]C=C[SiH2]C(Cl)Cl